C(C1=CC=CC=C1)N1CC2=C(N=C(N=C2)NC=2N=CN(C2)C2=CC(=C(C(=C2)OC)OC)OC)CC1 6-benzyl-N-(1-(3,4,5-trimethoxyphenyl)-1H-imidazol-4-yl)-5,6,7,8-tetrahydropyrido[4,3-D]pyrimidin-2-amine